dimethoxy[2-[2-(3,4-dimethoxyphenyl)vinyl]-4,6-bis(trichloromethyl)-s-triazine] COC(=C(C1=CC(=C(C=C1)OC)OC)OC)C1=NC(=NC(=N1)C(Cl)(Cl)Cl)C(Cl)(Cl)Cl